C[C@](N)([C@@H](O)C)C(=O)O α-methyl-L-allo-threonine